C(C)(C)(C)OC(=O)N1C(C2=CC=CC(=C2C1)C=1C=NN2C1C=CC(=C2)C)=O 4-(6-methylpyrazolo[1,5-a]Pyridin-3-yl)-1-oxoisoindoline-2-carboxylic acid tert-butyl ester